N,N-DIETHYL-4-BORONOBENZENESULFONAMIDE C(C)N(S(=O)(=O)C1=CC=C(C=C1)B(O)O)CC